O1C(OCC1)C1CCN(CC1)C1=CC(=C(C(=O)OC)C=C1)F Methyl 4-(4-(1,3-dioxolan-2-yl) piperidin-1-yl)-2-fluorobenzoate